CC1N(C(COC1)C)CC1CCNCC1 3,5-dimethyl-4-(piperidin-4-ylmethyl)morpholine